N1C=NC(=C1)/C=C/C(=O)O (2E)-3-(1H-imidazol-4-yl)prop-2-enoic acid